C(C=C)(=O)OCCOCCCC 2-n-butoxyethyl acrylate